C(C)(C)(C)N(C(O)=O)CCCCCN1C(=NC2=C1C=CC(=C2)C)N.O=C2N(CCC(N2)=O)C2=NN(C1=CC(=CC=C21)CCCCCCCCC=O)C 9-(3-(2,4-Dioxotetrahydropyrimidin-1(2H)-yl)-1-methyl-1H-indazol-6-yl)nonanal tert-butyl-(5-(2-amino-5-methyl-1H-benzo[d]imidazol-1-yl)pentyl)carbamate